C(C1=CC=CC=C1)OCCC(F)(F)C1=CC(=NC=C1)F 4-(3-benzyloxy-1,1-difluoro-propyl)-2-fluoro-pyridine